rel-(3R,6R,7S)-3,7,11-trimethyl-3,7-epoxy-1,10-dodecadien-6-ol C[C@]1(C=C)CC[C@H]([C@](CCC=C(C)C)(O1)C)O |o1:1,6,7|